ClC=1C(=C(C=CC1)NC=1C2=C(N=C(N1)C)C=C(C=N2)C=O)C 4-(3-chloro-2-methylphenylamino)-2-methylpyrido[3,2-d]pyrimidine-7-carbaldehyde